FC1=C2C(=C(C=3N=C(NC31)[C@@H]3NC[C@@H](C3)O)F)CC(C2)CN2CCC3(CNC(O3)=O)CC2 8-[[4,8-difluoro-2-[(2R,4R)-4-hydroxypyrrolidin-2-yl]-3,5,6,7-tetrahydrocyclopenta[f]benzimidazol-6-yl]methyl]-2-oxo-1-oxa-3,8-diazaspiro[4.5]decan